CN[C@H]1CCC2=C(SC=C2)CC1 (S)-N-methyl-5,6,7,8-tetrahydro-4H-cyclohepta[b]thiophen-6-amine